ClC=1C=CC=C2[C@H](CCOC12)NC(=O)NC1=NN(C=C1)C=1C=C(C(=O)O)C=CC1 3-[3-[[(4S)-8-chlorochroman-4-yl]carbamoylamino]pyrazol-1-yl]benzoic acid